NC1=C(SC2=NC(=CN=C21)C)C(=O)NC2C(C=1C=CC(=NC1CC2)N2CC(C(C2)COC)N)(F)F 7-amino-N-{2-[3-amino-4-(methoxymethyl)pyrrolidin-1-yl]-5,5-difluoro-5,6,7,8-tetrahydroquinolin-6-yl}-3-methylthieno[2,3-b]pyrazine-6-carboxamide